FC(C=1N=C(C(=NC1C=1C2=C(C=NC1)N(C=N2)C)C(=O)OC)NC2=CC=C(C=C2)N2CCOCC2)F methyl 5-(difluoromethyl)-6-(3-methylimidazo[4,5-c]pyridin-7-yl)-3-(4-morpholinoanilino)pyrazine-2-carboxylate